3-methyl-4-propyl-2,6-decalinedicarboxylic acid CC1C(CC2CCC(CC2C1CCC)C(=O)O)C(=O)O